bis(2,2,2-trifluoroethoxy)ethane (1r,3r)-3-phenylcyclobutyl-4-nitrobenzoate C1(=CC=CC=C1)C1CC(C1)OC(C1=CC=C(C=C1)[N+](=O)[O-])=O.FC(COC(C)OCC(F)(F)F)(F)F